ClC1=C(C=C(C=C1)F)C1C=2N(CC(N1)=O)C(=CC2NC(C2=CC(=CC(=C2)C(F)(F)F)F)=O)CO N-(1-(2-chloro-5-fluorophenyl)-6-(hydroxymethyl)-3-oxo-1,2,3,4-tetrahydropyrrolo[1,2-a]pyrazin-8-yl)-3-fluoro-5-(trifluoromethyl)benzamide